3-hydroxy-N-(cis-3-(methyl-(7H-pyrrolo[2,3-d]pyrimidin-4-yl)amino)cyclobutyl)propane-1-sulfonamide OCCCS(=O)(=O)N[C@@H]1C[C@@H](C1)N(C=1C2=C(N=CN1)NC=C2)C